CC=1N=C(N=NC1C1=C(C=C(C=C1)C(F)(F)F)O)NC1CN(CCC1)C 2-(5-methyl-3-((1-methylpiperidin-3-yl)amino)-1,2,4-triazin-6-yl)-5-(trifluoromethyl)phenol